5-methyl-1-[6-[6-[(6-methylpyridazin-3-yl)amino]benzimidazol-1-yl]-3-tetrahydrofuran-2-yl-2-pyridyl]pyrazole-3-carbonitrile CC1=CC(=NN1C1=NC(=CC=C1C1OCCC1)N1C=NC2=C1C=C(C=C2)NC=2N=NC(=CC2)C)C#N